P(=O)([O-])([O-])[O-] PHOSPHATE